bis(2,4,6-trifluorophenyl)-4,4',5,5'-tetrakis(3-methoxyphenyl)biimidazole FC1=C(C(=CC(=C1)F)F)C1(N=C(C(=N1)C1=CC(=CC=C1)OC)C1=CC(=CC=C1)OC)C1(N=C(C(=N1)C1=CC(=CC=C1)OC)C1=CC(=CC=C1)OC)C1=C(C=C(C=C1F)F)F